4-(benzofuran-3-yl)-4-(hydroxyimino)butanoic acid ethyl ester C(C)OC(CCC(=NO)C1=COC2=C1C=CC=C2)=O